3-Chloro-2-(pyrrolidin-1-yl)pyridine-4-thiol ClC=1C(=NC=CC1S)N1CCCC1